18-hydroxy-4,6,8,10,12,14,16-heptamethylnonadecyl ethoxymethyl ether C(C)OCOCCCC(CC(CC(CC(CC(CC(CC(CC(C)O)C)C)C)C)C)C)C